O[C@@H]1[C@@H](C2=CC=CC=C2C1)NC(=O)C1=CC2=C(N=C(S2)C2CCN(CC2)C)C=C1 N-((1R,2S)-2-hydroxy-2,3-dihydro-1H-inden-1-yl)-2-(1-methylpiperidin-4-yl)benzo[d]thiazole-6-carboxamide